9-Benzyl-N-methylacridan C(C1=CC=CC=C1)C1C2=CC=CC=C2N(C=2C=CC=CC12)C